2-(3-(4-(7H-Pyrrolo[2,3-d]pyrimidin-4-yl)-1H-pyrazol-1-yl)azetidin-3-yl)acetonitrile dihydrochloride salt Cl.Cl.N1=CN=C(C2=C1NC=C2)C=2C=NN(C2)C2(CNC2)CC#N